ClC1=C(C=CC=C1)C1=C(C(=CC=C1)NC(=O)[C@H]1N(C[C@@H](C1)F)C(=O)OC(C)(C)C)F (2S,4R)-tert-Butyl 2-((2'-chloro-2-fluoro-[1,1'-biphenyl]-3-yl)carbamoyl)-4-fluoropyrrolidine-1-carboxylate